FC1=CC=C(C=C1)C(C#N)=C1CCN(CC1)C(=O)N1C[C@@H](CC1)OC (R)-2-(4-fluorophenyl)-2-(1-(3-methoxypyrrolidine-1-carbonyl)piperidin-4-ylidene)acetonitrile